(S)-N-(2-(2-cyano-4,4-difluoropyrrolidin-1-yl)-2-oxoethyl)-3-(2-fluorobenzyl)isonicotinamide C(#N)[C@H]1N(CC(C1)(F)F)C(CNC(C1=C(C=NC=C1)CC1=C(C=CC=C1)F)=O)=O